CC(C)C[C@@H](C(=O)[O-])NC(=O)OCC1=CC=CC=C1 The molecule is an N-acyl-L-alpha-amino acid anion that is the conjugate base of N-benzyloxycarbonyl-L-leucine. It is a conjugate base of a N-benzyloxycarbonyl-L-leucine.